ClC1=CC=C2C(=CNC2=C1N1N=CC(=C1)F)S(=O)(=O)NC1=NC(=C(C(=N1)OC)OC(F)F)OC 6-chloro-N-[5-(difluoromethoxy)-4,6-dimethoxy-pyrimidin-2-yl]-7-(4-fluoropyrazol-1-yl)-1H-indole-3-sulfonic acid amide